C(C1CO1)OCCC[Si](OCC)(OCC)OCC gamma-(2,3-epoxypropoxy)propyl-triethoxysilane